4-(2-(4-methylpiperazin-1-yl)ethoxy)benzamide CN1CCN(CC1)CCOC1=CC=C(C(=O)N)C=C1